NC1=CC=CC(=N1)S(=O)(=O)NC(=O)C=1C(=NC(=CC1)CCOCC)OC1=C(C=C(C=C1C)C)C N-[(6-Amino-2-pyridyl)sulfonyl]-6-(2-ethoxyethyl)-2-(2,4,6-trimethylphenoxy)pyridin-3-carboxamid